methoxycyclohexylmethylamine CONCC1CCCCC1